CN(C1=CC=C(C=C1)N(C=1C=C2CCN[C@H](C2=CC1)CNC1=C(C(=O)O)C=CN=C1)C)C (R)-3-(((6-((4-(dimethylamino)phenyl)(methyl)amino)-1,2,3,4-tetrahydroisoquinolin-1-yl)methyl)amino)isonicotinic acid